(4-bromophenyl)-N-methylpropan-1-amine BrC1=CC=C(C=C1)C(CC)NC